NC1CC12CCN(CC2)C(=O)C2=CC1=C(N(C(=N1)C1=CC=3C=4N1CCN(C4C=CC3)CCCO)CC3CC3)C(=C2)OC (1-amino-6-azaspiro[2.5]octan-6-yl)(1-(cyclopropylmethyl)-2-(1-(3-hydroxypropyl)-2,3-dihydro-1H-pyrrolo[1,2,3-de]quinoxalin-5-yl)-7-methoxy-1H-benzo[d]imidazol-5-yl)methanone